(2-(3,4-dimethoxyphenyl)-3-ethyl-1H-indol-5-yl) methylpiperazine-1-carboxylate CC1N(CCNC1)C(=O)OC=1C=C2C(=C(NC2=CC1)C1=CC(=C(C=C1)OC)OC)CC